cyclopenta[4,5]furo[3,2-c]pyridine-7-carboxylic acid C1=NC=CC2=C1C1=C(O2)CC(=C1)C(=O)O